FC(C(=O)O)(F)F.CN1[C@@H](CNC[C@@H]1C)C (2R,6S)-1,2,6-trimethylpiperazine trifluoroacetate